C(C)OC(=O)C1=NN(C(=N1)C)C1=CC=C(C=C1)C(C)(C)C1=CC=C(C=C1)Cl 1-(4-(2-(4-chlorophenyl)propan-2-yl)phenyl)-5-methyl-1H-1,2,4-triazole-3-carboxylic acid ethyl ester